C(#N)C1=C(C=C(OC2C(C(C2(C)C)NC(OC(C)(C)C)=O)(C)C)C=C1)OC tert-butyl N-[(1r,3r)-3-(4-cyano-3-methoxy-phenoxy)-2,2,4,4-tetramethyl-cyclobutyl]carbamate